C(C)N(CCNC(C1=CC(=CC(=C1)C(F)(F)F)NC(CC1=C(C=C(C=C1)C1=CNC(C=C1OCC)=O)F)=O)=O)CC N-[2-(diethylamino)ethyl]-3-[[2-[4-(4-ethoxy-6-oxo-1H-pyridin-3-yl)-2-fluoro-phenyl]acetyl]amino]-5-(trifluoromethyl)benzamide